O1N=CN=C1CC12CC(N(C2C1)C(=O)[O-])C(=O)[O-] 5-((1,2,4-oxadiazol-5-yl)methyl)-2-azabicyclo[3.1.0]hexane-2,3-dicarboxylate